4-(3-methylaminophenyl)-1,4,7,8,9,10-hexahydrobenzo[f]quinoxaline-2,3-dione hydrochloride Cl.CNC=1C=C(C=CC1)N1C(C(NC=2C3=C(C=CC12)CCCC3)=O)=O